ClC1=CC=C(C=C1)N1C=NC(=C1)[C@@H](C)N (R)-1-(1-(4-chlorophenyl)-1H-imidazol-4-yl)ethylamine